9-Isopropyl-2-methoxyisopropylAzolo[5,4-H]quinazoline C(C)(C)C1=CN=C2C=CC3=C(N=C(NC3=C21)OC)C(C)C